2-(2-4-methoxyphenylethyl)-2H-Indazole-6-carboxylic acid hydroxyamide ONC(=O)C=1C=CC2=CN(N=C2C1)CCC1=CC=C(C=C1)OC